C(C1=CC=2NC3=CC(=C(C=C3C2C=C1C([2H])([2H])[2H])C([2H])([2H])[2H])C([2H])([2H])[2H])([2H])([2H])[2H] 2,3,6,7-tetra(methyl-d3)-9H-carbazole